6-amino-7-(4-bromophenyl)-9-[(4R)-3,3-difluoro-1-[2-(piperidin-4-yl)ethyl]piperidin-4-yl]purin-8-one hydrochloride Cl.NC1=C2N(C(N(C2=NC=N1)[C@H]1C(CN(CC1)CCC1CCNCC1)(F)F)=O)C1=CC=C(C=C1)Br